NC1=C(C=C(C=C1)N)CCC[N+]1(C=CC=C1)C 1-[3-(2,5-diaminophenyl)propyl]-1-methyl-1H-pyrrol-1-ium